S[C@H]1[C@H](O)[C@@H](O)[C@H](O)[C@H](O1)CO 1-thio-β-D-glucopyranose